4-(2,5,6,6-tetramethylcyclohex-2-en-1-yl)-but-3-en-2-one CC=1C(C(C(CC1)C)(C)C)C=CC(C)=O